Ethyl 6-fluoro-4-carbonyl-1-(tetrahydro-2H-pyran-4-yl)-1,4-dihydroquinoline-2-carboxylate FC=1C=C2C(C=C(N(C2=CC1)C1CCOCC1)C(=O)OCC)=C=O